1-bromo-1,2-dihydrophthalazine BrC1NN=CC2=CC=CC=C12